N1(CC=CC=C1)C(CC1NCCOC1)C 3-(2-(pyridin-1-yl)propyl)morpholine